FC1=CC(=C(C=C1)C=1C=CC=2N(C1)C(=CN2)CN(C(OC(C)(C)C)=O)C)OCCC=2C(=NN(C2C)C)[C@@H](C(C)(C)C)O |r| racemic-tert-butyl ((6-(4-fluoro-2-(2-(3-(1-hydroxy-2,2-dimethylpropyl)-1,5-dimethyl-1H-pyrazol-4-yl)ethoxy)phenyl)imidazo[1,2-a]pyridine-3-yl)methyl)(methyl)carbamate